C(C1=CC=C(C(=O)OCC)C=C1)([2H])([2H])[2H] ethyl 4-(methyl-d3)benzoate